FC=1C(=C(C=C2CCN(CC12)CCOC)O)N1CC(NS1(=O)=O)=O 5-[8-fluoro-6-hydroxy-2-(2-methoxyethyl)-1,2,3,4-tetrahydroisoquinolin-7-yl]-1λ6,2,5-thiadiazolidine-1,1,3-trione